COCC1=CC=C(C=C1)C1=NC2=C(N1)C=CC(=C2)N2C(C1=CC=C(C=C1C2)N2CCOCC2)=O 2-(2-(4-(methoxymethyl)phenyl)-1H-benzimidazol-5-yl)-5-(morpholin-4-yl)isoindolin-1-one